(rac)-2-(2-bromo-5-methyl-8-oxo-5,8-dihydrospiro[cyclopenta[d][1,2,4]triazolo[1,5-a]pyrimidine-7,4'-piperidin]-4(6H)-yl)-N-(2-chloro-4-(trifluoromethyl)phenyl)acetamide BrC1=NN2C(N(C3=C(C2=O)C2(CCNCC2)C[C@H]3C)CC(=O)NC3=C(C=C(C=C3)C(F)(F)F)Cl)=N1 |r|